ClC1=CC=C2C(=NC=3N(C2=C1)C=NN3)N(C)C3=C(C=CC(=C3)C(=O)N)C3=CC=CC=C3 ((8-chloro-[1,2,4]triazolo[4,3-a]quinazolin-5-yl)(methyl)amino)-[1,1'-biphenyl]-4-carboxamide